COC1=CC(=CC2=C1C(=NO2)NS(=O)(=O)C2=C(C=C(C(=C2)C)C)OC)CN2N=CC(=C2)CNC(C#C)=O N-((1-((4-methoxy-3-((2-methoxy-4,5-dimethylphenyl)sulfonamido)benzo[d]isoxazol-6-yl)methyl)-1H-pyrazol-4-yl)methyl)propiolamide